BrC=1C=C(SC1)C1=NC(=CN=C1)C1=CC(=C(C=C1)OC)OC 2-(4-bromothiophen-2-yl)-6-(3,4-dimethoxyphenyl)pyrazine